Decadienoic acid CCCCCC=CC=CC(=O)O